NCC1=NNC(C2=CC=C(C=C12)C1=C(N(N=C1)C)C1=C(C#N)C(=CC(=C1F)C)OC1CC1)=O (P)-2-[4-[4-(aminomethyl)-1-oxo-2H-phthalazin-6-yl]-2-methyl-pyrazol-3-yl]-6-(cyclopropoxy)-3-fluoro-4-methyl-benzonitrile